tert-butyl exo-6-acetyl-3-azabicyclo[3.1.0]hexane-3-carboxylate C(C)(=O)C1C2CN(CC12)C(=O)OC(C)(C)C